6-fluoro-1-(2-fluoroethyl)-2-[5-(imidazol-1-ylmethyl)pyridin-3-yl]benzimidazole FC=1C=CC2=C(N(C(=N2)C=2C=NC=C(C2)CN2C=NC=C2)CCF)C1